O=C1NC[C@H](N2C=3C(=C(SC13)C=1C=NN(C1)COCC[Si](C)(C)C)OCC2)CC#N (R)-2-(9-oxo-2-(1-((2-(trimethylsilyl)ethoxy)methyl)-1H-pyrazol-4-yl)-4,5,6,7,8,9-hexahydro-3-oxa-1-thia-5a,8-diazabenzo[cd]azulen-6-yl)acetonitrile